3-((2,4,6-tris-benzhydrylphenyl)imino)butan-2-one monoimine C(C1=CC=CC=C1)(C1=CC=CC=C1)C1=C(C(=CC(=C1)C(C1=CC=CC=C1)C1=CC=CC=C1)C(C1=CC=CC=C1)C1=CC=CC=C1)N=C(C(C)=N)C